FC1C(COC1)C 4-fluoro-3-methyl-tetrahydrofuran